N1-(3-(4-chlorophenyl)propyl)-N4-(3,4-dichloro-1H-indol-7-yl)benzene-1,4-disulfonamide ClC1=CC=C(C=C1)CCCNS(=O)(=O)C1=CC=C(C=C1)S(=O)(=O)NC=1C=CC(=C2C(=CNC12)Cl)Cl